4-[[4-fluoro-3-(4-ethoxyl-4-oxo-1,4-azaphosphinane-1-carbonyl)phenyl]methyl]-2H-phthalazin-1-one FC1=C(C=C(C=C1)CC1=NNC(C2=CC=CC=C12)=O)C(=O)N1CCP(CC1)(=O)OCC